isothiourea propionate hydrochloride Cl.C(CC)(=O)O.NC(S)=N